Nickel-manganese cobalt oxide [Co]=O.[Mn].[Ni]